2-(6-methoxypyridin-3-yl)quinoline COC1=CC=C(C=N1)C1=NC2=CC=CC=C2C=C1